C1(=C(C=CC=C1)C=1SC(=CN1)C=O)C (o-tolyl)thiazole-5-carbaldehyde